1-[(4S)-8-chlorochroman-4-yl]-3-[1-(4-pyridyl)pyrazol-3-yl]urea ClC=1C=CC=C2[C@H](CCOC12)NC(=O)NC1=NN(C=C1)C1=CC=NC=C1